2-(((1r,4r)-4-(((4-ethoxyphenyl)(3-fluorophenyl)carbamoyloxy)methyl)cyclohexyl)methoxy)acetic acid C(C)OC1=CC=C(C=C1)N(C(=O)OCC1CCC(CC1)COCC(=O)O)C1=CC(=CC=C1)F